F[Si](CCCC#N)(C(C)C)F 4-[difluoro(i-propyl)silyl]butanenitrile